(10-(3-Chlorophenyl)-9-fluoro-6-hydroxy-[1,2,4]triazolo[5,1-a]isoquinoline-5-carbonyl)glycine ClC=1C=C(C=CC1)C=1C(=CC=C2C(=C(N3C(C12)=NC=N3)C(=O)NCC(=O)O)O)F